sodium methylacryloylmethane CCC(C=C)=O.[Na]